Ethyl (S)-1-(1-(2-bromo-6-methoxy-5-(3-methoxypropoxy)pyridin-3-yl)-3-methylbutan-2-yl)-4-oxo-1,4-dihydropyridine-3-carboxylate BrC1=NC(=C(C=C1C[C@@H](C(C)C)N1C=C(C(C=C1)=O)C(=O)OCC)OCCCOC)OC